2,5-dichloro-3-fluorobenzaldehyde ClC1=C(C=O)C=C(C=C1F)Cl